C(=O)N[C@@H](C)C(=O)O |r| N-FORMYL-DL-ALANINE